FC(C1=CC2=C(N=C(S2)C2=C(C(=O)N)C=CC=C2)C=C1)(F)F (6-(trifluoromethyl)benzo[d]thiazol-2-yl)benzamide